CO[C@H]1[C@@H](COC1)N1C(=CC2=C1N=C(N=C2)NC=2C(=NN(C2)C)OC2COC2)C#N 7-((3R,4S)-4-methoxytetrahydrofuran-3-yl)-2-((1-methyl-3-(oxetan-3-yloxy)-1H-pyrazol-4-yl)amino)-7H-pyrrolo[2,3-d]pyrimidine-6-carbonitrile